[3-(6,8-difluoroimidazo[1,2-a]pyridin-3-yl)-1-(methylsulfanylmethyl)pyrazolo[4,3-c]pyridin-6-yl]-(8-oxa-3-azabicyclo[3.2.1]oct-3-yl)methanone tin stearate C(CCCCCCCCCCCCCCCCC)(=O)[O-].[Sn+4].FC=1C=C(C=2N(C1)C(=CN2)C2=NN(C1=C2C=NC(=C1)C(=O)N1CC2CCC(C1)O2)CSC)F.C(CCCCCCCCCCCCCCCCC)(=O)[O-].C(CCCCCCCCCCCCCCCCC)(=O)[O-].C(CCCCCCCCCCCCCCCCC)(=O)[O-]